SC1=NC=2N(C(=N1)O)N=CC2 2-sulfanylpyrazolo[1,5-a][1,3,5]triazin-4-ol